(R)- or (S)-2-fluoro-N-((4-(4-(trifluoromethyl)phenyl)-4,5,6,7-tetrahydropyrazolo[1,5-a]pyrimidin-6-yl)methyl)acrylamide FC(C(=O)NC[C@@H]1CN(C=2N(C1)N=CC2)C2=CC=C(C=C2)C(F)(F)F)=C |o1:6|